FC1=CC=C(C=C1)C(C1=C(N)C(=CC(=C1)C)C)C1=CC=C(C=C1)F 2-(Bis(4-fluorophenyl)methyl)-4,6-dimethylaniline